3-(triethoxysilyl)-N-(3-(triethoxysilyl)propyl)-N-((oxiran-2-yl)methyl)propan-1-amine C(C)O[Si](CCCN(CC1OC1)CCC[Si](OCC)(OCC)OCC)(OCC)OCC